(R)-6-Chloro-3-(1-(3-cyclopropyl-6-fluoro-4-oxo-2-(tetrahydro-2H-pyran-4-yl)-3,4-dihydroquinazolin-8-yl)ethoxy)picolinic acid ClC1=CC=C(C(=N1)C(=O)O)O[C@H](C)C=1C=C(C=C2C(N(C(=NC12)C1CCOCC1)C1CC1)=O)F